(6S)-6-[2-Chloro-3-(imidazo-[1,2-a]pyridin-7-ylamino)-phenyl]-2-imino-6-methyl-3-(tetrahydropyran-4-yl)-hexahydropyrimidin-4-one ClC1=C(C=CC=C1NC1=CC=2N(C=C1)C=CN2)[C@@]2(CC(N(C(N2)=N)C2CCOCC2)=O)C